C(C)(C)(C)C1=CC2=C(C3=CC=CC=C3C(=C2C=C1)C1=C(C=CC=C1)C1=CC=CC2=CC=CC=C12)C1=C(C=CC=C1)C1=CC=CC2=CC=CC=C12 2-t-butyl-9,10-bis[2-(1-naphthyl)phenyl]anthracene